methyl 6-(azetidin-1-yl)-2'-chloro-5'-methoxy-[3,4'-bipyridine]-4-carboxylate N1(CCC1)C1=CC(=C(C=N1)C1=CC(=NC=C1OC)Cl)C(=O)OC